5-amino-8-(furan-2-yl)thiazolo[5,4-e][1,2,4]triazolo[1,5-c]pyrimidin-2(3H)-one NC1=NC2=C(C=3N1N=C(N3)C=3OC=CC3)SC(N2)=O